O=C1NC(CCC1C1=C(C=C(C=C1)N1CCC2(CCN(CC2)C(=O)OC(C)(C)C)CC1)F)=O tert-butyl 9-[4-(2,6-dioxo-3-piperidyl)-3-fluoro-phenyl]-3,9-diazaspiro[5.5]undecane-3-carboxylate